benzyl ((S)-1-((2R,5'S)-5'-carbamoyl-6-fluoro-3-oxo-3,4-dihydrospiro[benzo[b][1,4]oxazine-2,3'-pyrrolidin]-1'-yl)-4-methyl-1-oxopentan-2-yl)(methyl)carbamate C(N)(=O)[C@@H]1C[C@@]2(CN1C([C@H](CC(C)C)N(C(OCC1=CC=CC=C1)=O)C)=O)C(NC1=C(O2)C=CC(=C1)F)=O